tert-Butyl 4-{pyrrolo[1,2-a]pyrazin-6-yl}piperidine-1-carboxylate C=1C=2N(C=CN1)C(=CC2)C2CCN(CC2)C(=O)OC(C)(C)C